(3R,4R)-1-(1-((1S)-1-(3,4-Dichlorophenyl)ethyl)-5,6-difluoro-1H-benzimidazol-2-yl)-4-fluoro-3-piperidinamin ClC=1C=C(C=CC1Cl)[C@H](C)N1C(=NC2=C1C=C(C(=C2)F)F)N2C[C@H]([C@@H](CC2)F)N